FC1=CC(=C(C=C1)C1=CC(=CC=C1)C=1OC2=C(N1)C=C(C=C2C(F)(F)F)CN(C)CC2(CCC2)O)C2=NN=CN2C 1-((((2-(4'-Fluoro-2'-(4-methyl-4H-1,2,4-triazol-3-yl)-[1,1'-biphenyl]-3-yl)-7-(trifluoromethyl)benzo[d]oxazol-5-yl)methyl)(methyl)amino)methyl)cyclobutan-1-ol